CC1=CC=C(C=C1)S(=O)(=O)O\N=C/1\C=2C=CC=NC2CCC1 (E)-7,8-dihydroquinolin-5(6H)-one-p-toluenesulfonyl oxime